(1s,4s)-4-(8-(2,6-dichloro-4-cyanophenylamino)-2-(3,3-difluorocyclobutylamino)-9H-purin-9-yl)cyclohexanecarboxamide ClC1=C(C(=CC(=C1)C#N)Cl)NC=1N(C2=NC(=NC=C2N1)NC1CC(C1)(F)F)C1CCC(CC1)C(=O)N